C1=CC=C(C=C1)OP(=O)(N=[N+]=[N-])OC2=CC=CC=C2 Diphenoxyphosphoryl azide